6-(2-(5-(3-fluorophenyl)pyridin-3-yl)-2-hydroxyacetyl)-2-(1-phenylcyclopropyl)-5,6,7,8-tetrahydropyrido[4,3-d]pyrimidin-4(3H)-one FC=1C=C(C=CC1)C=1C=C(C=NC1)C(C(=O)N1CC2=C(N=C(NC2=O)C2(CC2)C2=CC=CC=C2)CC1)O